(R)-4-((1-(Hydroxymethyl)cyclobutyl)amino)-2-(4-(imidazo[2,1-b][1,3,4]thiadiazol-2-yl)-3,6-dihydropyridin-1(2H)-yl)-6,7-dihydrothieno[3,2-d]pyrimidine 5-oxide OCC1(CCC1)NC=1C2=C(N=C(N1)N1CCC(=CC1)C1=NN3C(S1)=NC=C3)CC[S@]2=O